NC1=NC(=C(C(=N1)OC)OC(C(=O)OCC)(F)F)OC ethyl 2-(2-amino-4,6-dimethoxy-pyrimidin-5-yl)oxy-2,2-difluoro-acetate